O1OPC2=C1C=CC=C2 benzodioxaphosphol